COC(C1=C(C(=CC=C1)C1=NC=C(C=N1)COC1=C(C(=C(C=C1)C(CC(C)(C)C)=O)O)C)OC)=O.C(C)N1C=NC=C1 Ethyl-1H-imidazole Methyl-3-(5-((4-(3,3-dimethylbutanoyl)-3-hydroxy-2-methylphenoxy)methyl)pyrimidin-2-yl)-2-methoxybenzoate